2-methyl 6-(2-(trimethylsilyl)ethyl) 3-(9-((4-(((tert-butoxycarbonyl)amino)methyl)-2-methylphenyl)carbamoyl)-4,5-dihydrobenzo[b]thieno[2,3-d]oxepin-8-yl)pyridine-2,6-dicarboxylate C(C)(C)(C)OC(=O)NCC1=CC(=C(C=C1)NC(=O)C1=CC2=C(OCCC3=C2SC=C3)C=C1C=1C(=NC(=CC1)C(=O)OCC[Si](C)(C)C)C(=O)OC)C